C1(CCCCCCCCCCN1)=O undecane-lactam